ClC=1C(=C2CC(CC2=CC1)NC=1C=CC(=NC1)C(C(F)(F)F)N1C(N(CCC1)C1CCS(CC1)(=O)=O)=O)F 1-(1-(5-((5-Chloro-4-fluoro-2,3-dihydro-1H-inden-2-yl)amino)pyridin-2-yl)-2,2,2-trifluoroethyl)-3-(1,1-dioxidotetrahydro-2H-thiopyran-4-yl)tetrahydropyrimidin-2(1H)-one